1-methyl-2-oxo-1,2-dihydro-quinoline-3-carbonitrile CN1C(C(=CC2=CC=CC=C12)C#N)=O